Cl/C(=C/F)/C(F)(F)F (E)-2-chloro-1,3,3,3-tetrafluoropropene